FC1=C(C=CC(=C1)OCC#C)N1CCNCC1 (2-fluoro-4-(prop-2-yn-1-yloxy)phenyl)piperazine